[2-(2-(2-aminoethoxy)ethoxy)ethylacetamide] NCCOCCOCCCC(=O)N